NC=1C=C(C=CC1F)C1=CC2=C(N=C(N=C2)NC2COC2)N2C1=NCC2 6-(3-amino-4-fluorophenyl)-N-(oxetan-3-yl)-8,9-dihydroimidazo[1',2':1,6]pyrido[2,3-d]pyrimidin-2-amine